C1(CC1)C=1C=NC2=CC=C(C=C2N1)C(C)O (3-Cyclopropylquinoxalin-6-yl)ethan-1-ol